ClC(SN1C(C2CC=CCC2C1=O)=O)(Cl)Cl 3a,4,7,7a-tetrahydro-2-[(trichloromethyl)thio]-1H-isoindole-1,3(2H)-dione